C(C1=CC=CC=C1)(=O)C=1C(=C(C(=O)P(OC)(=O)C2=CC=CC=C2)C(=CC1C)C)C methyl (3-benzoyl-2,4,6-trimethylbenzoyl)phenylphosphinate